4-dimethylaminobenzylidenaniline CN(C1=CC=C(C=NC2=CC=CC=C2)C=C1)C